4-phenyl-3-(3-(3-(trifluoromethoxy)phenyl)acryloyl)oxazolidin-2-one C1(=CC=CC=C1)C1N(C(OC1)=O)C(C=CC1=CC(=CC=C1)OC(F)(F)F)=O